CC(CCCC(=O)O)C.C(CC(C)C)CC(=O)O.CC=1N=NC(=CC1)OC1=CC=NC=C1 3-methyl-6-(pyridine-4-oxy)pyridazine ISOAMYL-ACETATE (3-methylbut-1-yl-acetate)